tert-butyl 4-(7-cyano-2-methyl-5-((2-(trifluoromethyl)pyridin-3-yl)methoxy)-benzofuran-3-carboxamido)-3,3-difluoropiperidine-1-carboxylate C(#N)C1=CC(=CC=2C(=C(OC21)C)C(=O)NC2C(CN(CC2)C(=O)OC(C)(C)C)(F)F)OCC=2C(=NC=CC2)C(F)(F)F